3-((R)-isoquinolin-4-yl)-6-((S)-1,1,1-trifluoropropan-2-yl)quinazoline-2,4(1H,3H)-dione C1=NC=C(C2=CC=CC=C12)N1C(NC2=CC=C(C=C2C1=O)[C@@H](C(F)(F)F)C)=O